2-[5-[(1R)-1-methyl-2-[[(R)-phenyl-[(3R)-1,2,3,4-tetrahydropyrido[2,3-b]pyrazin-3-yl]methyl]amino]ethyl]-3-pyridyl]acetic acid C[C@@H](CN[C@@H]([C@H]1CNC2=C(N1)N=CC=C2)C2=CC=CC=C2)C=2C=C(C=NC2)CC(=O)O